1-(oxetan-3-ylmethyl)piperidin O1CC(C1)CN1CCCCC1